C(C)(C)(C)C1CCC(CC1)CC(=O)O.C(C)(=O)OC1CCC(CC1)C(C)(C)C p-tert-butylcyclohexyl acetate (4-(tert-butyl) cyclohexyl acetate)